N-(5-(propanoyl-3,3,3-d3)-4-((3,4,5-trimethyl-4,5-dihydropyrido[3,4-e][1,2,3]triazolo[1,5-a]pyrazin-6-yl)amino)pyridin-2-yl)cyclopropanecarboxamide C(CC([2H])([2H])[2H])(=O)C=1C(=CC(=NC1)NC(=O)C1CC1)NC1=NC=CC2=C1N(C(C=1N2N=NC1C)C)C